FC=1C=NC(=NC1)N1CCC(=CC1)C(=O)N1CCOC2=C(C1)C=NC=C2C#N 4-[1-(5-fluoropyrimidin-2-yl)-3,6-dihydro-2H-pyridine-4-carbonyl]-3,5-dihydro-2H-pyrido[3,4-f][1,4]oxazepine-9-carbonitrile